(Z)-(3-(1-(3,5-xylyl)-3-(2-methoxyphenyl)-1H-pyrazol-4-yl)acryloyl)-L-tryptophan methyl ester COC([C@@H](NC(\C=C/C=1C(=NN(C1)C1=CC(=CC(=C1)C)C)C1=C(C=CC=C1)OC)=O)CC1=CNC2=CC=CC=C12)=O